OCCS(=O)(=O)NC1=CC(=C(C=C1)N1N=NC(=C1)C1=NC(=NC(=C1)C)N1CCOCC1)N1CCC2(CC2)CC1 2-Hydroxy-N-(4-(4-(6-methyl-2-morpholinopyrimidin-4-yl)-1H-1,2,3-triazol-1-yl)-3-(6-Azaspiro[2.5]octane-6-yl)phenyl)ethanesulfonamide